C(C=CCCCCCC)OC(CCCCCCC(=O)O)=O 8-(non-2-en-1-yloxy)-8-oxooctanoic acid